NCCC(=O)NC1=CC(=C(C=C1)C#CCCN)CO 3-amino-N-(4-(4-aminobut-1-yn-1-yl)-3-(hydroxymethyl)phenyl)propanamide